6-chloro-7-(2-fluorophenyl)-4-((2S)-2-methyl-4-(2-propenoyl)-1-piperazinyl)-1-(4-(2-propanyl)-1H-pyrazol-3-yl)pyrido[2,3-d]pyrimidin-2(1H)-one ClC1=CC2=C(N(C(N=C2N2[C@H](CN(CC2)C(C=C)=O)C)=O)C2=NNC=C2C(C)C)N=C1C1=C(C=CC=C1)F